C(C=C)(=O)O.C(C=1C(C(=O)O)=CC=CC1)(=O)OCCCO monohydroxypropyl phthalate acrylate